(E)-3-(4-nitrophenyl)allyl methanesulfonate CS(=O)(=O)OC\C=C\C1=CC=C(C=C1)[N+](=O)[O-]